C7-bromo-2-chloro-3-(trifluoromethyl)quinoline BrC1=CC=C2C=C(C(=NC2=C1)Cl)C(F)(F)F